C(C#CC)OC1(COC1)C1=CC=C(C=C1)C(=O)N1CCC(CC1)C1=CC=C(C=C1)C(F)(F)F (4-(3-(but-2-yn-1-yloxy)oxetan-3-yl)phenyl)(4-(4-(trifluoromethyl)phenyl)piperidin-1-yl)methanone